1-(2-{4-[(3-ethyl-1,2-oxazol-5-yl)methyl]-4H-1,2,4-triazol-3-yl}-5-fluorophenyl)ethan-1-ol C(C)C1=NOC(=C1)CN1C(=NN=C1)C1=C(C=C(C=C1)F)C(C)O